6-(4-(1-(tert-butyl)-3-(4-chloro-3-fluorophenyl)-1H-pyrrolo[2,3-b]pyridine-6-carbonyl)-1,4-diazepan-1-yl)-2,4-dimethylnicotinic acid C(C)(C)(C)N1C=C(C=2C1=NC(=CC2)C(=O)N2CCN(CCC2)C2=NC(=C(C(=O)O)C(=C2)C)C)C2=CC(=C(C=C2)Cl)F